[4-[1-(trideuteriomethyl)-4-(trifluoromethyl)imidazol-2-yl]phenyl]methanol [2H]C(N1C(=NC(=C1)C(F)(F)F)C1=CC=C(C=C1)CO)([2H])[2H]